chloro-N-(2-(6-(difluoromethyl)pyridin-3-yl)pyrimidin-4-yl)-N-methyl-[1,2,4]triazolo[4,3-a]quinazolin-5-amine ClC1=NN=C2N1C1=CC=CC=C1C(=N2)N(C)C2=NC(=NC=C2)C=2C=NC(=CC2)C(F)F